tert-butyl (1R,2S)-2-[1-(tert-butoxycarbonyl)-3-[[6-(3-methoxyazetidin-1-yl)pyrimidin-4-yl]amino]indazol-6-yl]-5'-methoxy-2'-oxospiro[cyclopropane-1,3'-indole]-1'-carboxylate C(C)(C)(C)OC(=O)N1N=C(C2=CC=C(C=C12)[C@@H]1C[C@@]12C(N(C1=CC=C(C=C21)OC)C(=O)OC(C)(C)C)=O)NC2=NC=NC(=C2)N2CC(C2)OC